(5aR,5bS,7aS,8S,10aS,10bR)-2-((4-chlorophenyl)amino)-5a,7a-dimethyl-5,5a,5b,6,7,7a,8,9,10,10a,10b,11-dodecahydro-4H-cyclopenta[7,8]phenanthro[2,1-d]thiazol-8-ol ClC1=CC=C(C=C1)NC=1SC2=C(N1)CC[C@@]1([C@H]3CC[C@]4([C@H]([C@@H]3CC=C12)CC[C@@H]4O)C)C